N,N-diethyl-morpholinium C(C)[N+]1(CCOCC1)CC